FC(C1=CC(=NN1)N)F 5-(difluoromethyl)-1H-pyrazol-3-amine